1-((N-((2-azidoethoxy)carbonyl)sulfamoyl)amino)-3,6,9,12,15,18-hexaoxahenicosan-21-oic acid N(=[N+]=[N-])CCOC(=O)NS(=O)(=O)NCCOCCOCCOCCOCCOCCOCCC(=O)O